methyl 5-((1-(5-((tert-butoxycarbonyl)amino)pentyl)-5-((4-methylpiperazin-1-yl)methyl)-1H-benzo[d]imidazol-2-yl)carbamoyl)-2-fluorobenzoate C(C)(C)(C)OC(=O)NCCCCCN1C(=NC2=C1C=CC(=C2)CN2CCN(CC2)C)NC(=O)C=2C=CC(=C(C(=O)OC)C2)F